OCCCCOCCN1C(C(=CC=C1)CNCCC(=O)O)=O 3-(((1-(2-(4-hydroxybutoxy)ethyl)-2-oxo-1,2-dihydropyridin-3-yl)methyl)amino)propanoic acid